C1(=CC=CC=C1)C(C1=CC=CC=C1)=NC=1C=CC=2N(C1)N=C(N2)NC(OCC2=CC=CC=C2)=O Benzyl (6-((diphenylmethylene)amino)-[1,2,4]triazolo[1,5-a]pyridin-2-yl)carbamate